formamidinium acetate C(C)(=O)[O-].C(=[NH2+])N